(+/-)-N-(2-benzyl-3-hydroxypropyl)-N'-{4-[(3-{3-cyano-4-[(propan-2-yl)oxy]phenyl}-1-{[2-(trimethylsilyl)ethoxy]methyl}-1H-pyrrolo[2,3-b]pyridin-4-yl)oxy]-3,5-difluorophenyl}thiourea C(C1=CC=CC=C1)[C@H](CNC(=S)NC1=CC(=C(C(=C1)F)OC1=C2C(=NC=C1)N(C=C2C2=CC(=C(C=C2)OC(C)C)C#N)COCC[Si](C)(C)C)F)CO |r|